1-(2-benzylphenoxy)propanol C(C1=CC=CC=C1)C1=C(OC(CC)O)C=CC=C1